N1-ethyl-N5-(4-fluorophenyl)-4-hydroxy-6-oxo-2-(6-(trifluoromethyl)pyridin-3-yl)-2,3-dihydropyridazine-1,5(6H)-dicarboxamide C(C)NC(=O)N1N(CC(=C(C1=O)C(=O)NC1=CC=C(C=C1)F)O)C=1C=NC(=CC1)C(F)(F)F